methyl N-[5-[6-[ethyl-(3-fluoro-4-methyl-phenyl) carbamoyl]imidazo[1,2-a]pyridin-3-yl]-2-pyridyl]carbamate C(C)N(C(=O)C=1C=CC=2N(C1)C(=CN2)C=2C=CC(=NC2)NC(OC)=O)C2=CC(=C(C=C2)C)F